4-((3-(4-(difluoromethoxy)phenyl)-6-oxopyridazin-1(6H)-yl)methyl)benzamide FC(OC1=CC=C(C=C1)C1=NN(C(C=C1)=O)CC1=CC=C(C(=O)N)C=C1)F